C(CCCCCCCCC)(=O)O.C(CCC)P(CCCCCC)(CCCC)CCCC tributyl-(hexyl)phosphine decanoate